3-(1,3-dimethyl-1H-indazol-5-yl)-2,5-dimethyl-N-[(2-ethylpyridin-4-yl)methyl]pyrazolo[1,5-a]pyrimidin-7-amine CN1N=C(C2=CC(=CC=C12)C=1C(=NN2C1N=C(C=C2NCC2=CC(=NC=C2)CC)C)C)C